4-[(2R)-3-(3,4-dihydro-1H-isoquinolin-2-yl)-2-hydroxy-propyl]-8-[[(3R,4R)-3-fluoro-1-(2-hydroxypropyl)-4-piperidinyl]oxy]-2-methyl-2,3-dihydro-1,4-benzoxazepin-5-one dihydrochloride Cl.Cl.C1N(CCC2=CC=CC=C12)C[C@H](CN1CC(OC2=C(C1=O)C=CC(=C2)O[C@H]2[C@@H](CN(CC2)CC(C)O)F)C)O